CC/C=C\\C/C=C\\C/C=C\\C/C=C\\C/C=C\\CCC/C=C/C(=O)SCCNC(=O)CCNC(=O)[C@@H](C(C)(C)COP(=O)([O-])OP(=O)([O-])OC[C@@H]1[C@H]([C@H]([C@@H](O1)N2C=NC3=C(N=CN=C32)N)O)OP(=O)([O-])[O-])O The molecule is a 2,3-trans-enoyl CoA(4-) obtained by deprotonation of the phosphate and diphosphate OH groups of (2E,7Z,10Z,13Z,16Z,19Z)-docosahexaenoyl-CoA; major species at pH 7.3. It is a conjugate base of a (2E,7Z,10Z,13Z,16Z,19Z)-docosahexaenoyl-CoA.